4-(5-methoxy-2-(3-(1-methyl-1H-pyrazol-3-yl)phenyl)-6-(2-(pyridin-2-yl)ethoxy)pyrimidin-4-yl)morpholine COC=1C(=NC(=NC1OCCC1=NC=CC=C1)C1=CC(=CC=C1)C1=NN(C=C1)C)N1CCOCC1